[Cl-].[Cl-].C(CC=C)C(=[Hf+2](C1=CC=CC=2C3=CC=CC=C3CC12)C1C=CC=C1)C1=CC=CC=C1 (3-buten-1-yl)(phenyl)methylene(cyclopentadienyl)(fluorenyl)hafnium dichloride